[Na].C([O-])(O)=O.[NH4+] ammonium bicarbonate, sodium salt